NN1C(=NC(=C1C(=O)N)C1=CC=C(C=C1)C(NC1=NC=CC=C1)=O)[C@H]1N(CCC1)C(C#C)=O (S)-1-amino-2-(1-propioloylpyrrolidin-2-yl)-4-(4-(pyridin-2-ylcarbamoyl)phenyl)-1H-imidazole-5-carboxamide